C(C)OC(C(C)C1CCCCC1)=O 2-(cyclohexyl)propionic acid ethyl ester